2-hydroxybenzenephosphonic acid OC1=C(C=CC=C1)P(O)(=O)O